(R)-4-(((R)-2-methoxypropyl)(4-(5,6,7,8-tetrahydro-1,8-naphthyridin-2-yl)butyl)amino)-2-((7-methyl-7H-pyrrolo[2,3-d]pyrimidin-4-yl)amino)butanoic acid CO[C@@H](CN(CC[C@H](C(=O)O)NC=1C2=C(N=CN1)N(C=C2)C)CCCCC2=NC=1NCCCC1C=C2)C